FC1=C(C(=C(C(=C1F)N)F)F)S(=O)(=O)C1=C(C(=C(C(=C1F)F)N)F)F bis(2,3,5,6-tetrafluoro-4-aminophenyl)sulfone